N-palmitoyl-glycine C(CCCCCCCCCCCCCCC)(=O)NCC(=O)O